4-Methoxy-N-(cis-4-methoxycyclohexyl)-5-(pyrazolo[1,5-a]pyridin-5-yl)-7H-pyrrolo[2,3-d]pyrimidin-2-amine COC=1C2=C(N=C(N1)N[C@@H]1CC[C@@H](CC1)OC)NC=C2C2=CC=1N(C=C2)N=CC1